C6-Iodo-pyrimidine IC1=CC=NC=N1